2-[4-[8-[3-bromo-4-[4-[2-(dimethylamino)ethyl]piperazine-1-carbonyl]anilino]imidazo[1,2-a]pyrazin-3-yl]-2,3-difluoro-phenoxy]acetonitrile BrC=1C=C(NC=2C=3N(C=CN2)C(=CN3)C3=C(C(=C(OCC#N)C=C3)F)F)C=CC1C(=O)N1CCN(CC1)CCN(C)C